FCC 2-fluoroethan